ALLYLTRYPTAMINE C(C=C)NCCC1=CNC2=CC=CC=C12